N-(6-amino-5-Isopropylpyridin-3-yl)-2-(2-(4-Fluorophenyl)-5-methylpiperidin-1-yl)-2-oxoacetamide NC1=C(C=C(C=N1)NC(C(=O)N1C(CCC(C1)C)C1=CC=C(C=C1)F)=O)C(C)C